(2RS)-2-[6-[2-(6-Amino-3-pyridyl)ethynyl]-1-oxo-isoindolin-2-yl]-2-(5-fluoro-2-hydroxy-phenyl)-N-(2-pyridyl)acetamide NC1=CC=C(C=N1)C#CC1=CC=C2CN(C(C2=C1)=O)[C@@H](C(=O)NC1=NC=CC=C1)C1=C(C=CC(=C1)F)O |r|